[Li].O1CCN(CC1)C1=CC=CC(=N1)N1CCN(CC1)C(C=C)=O 1-(4-(6-Morpholinopyridin-2-yl)piperazin-1-yl)prop-2-en-1-one lithium